NC1=NC=2C=CC=CC2C2=C1N=C(N2CCCCNC(C2=CC=C(C=C2)N2CCCC2)=O)CC N-(4-(4-amino-2-ethyl-1H-imidazo[4,5-c]quinolin-1-yl)butyl)-4-(pyrrolidin-1-yl)benzamide